ClC1=CC(=C(C=C1)C=1C=C(C=C2C(N(C(=NC12)C)C)=O)[C@@H]1C[C@@H](OCC1)C=1C=NN(C1)C1CC1)F 8-(4-chloro-2-fluorophenyl)-6-((2R,4S)-2-(1-cyclopropyl-1H-pyrazol-4-yl)tetrahydro-2H-pyran-4-yl)-2,3-dimethylquinazolin-4(3H)-one